ClC=1C2=C(N=CN1)N(C=C2I)C=2C=NC=CC2 4-chloro-5-iodo-7-(pyridin-3-yl)-7H-pyrrolo[2,3-d]pyrimidine